O=C1N(CC=2C=C3C(=CC12)OCC1(O3)CCNCC1)C1C(NC(CC1)=O)=O 3-(6'-Oxo-6',8'-dihydro-3'H,7'H-spiro[piperidine-4,2'-[1,4]dioxino[2,3-f]isoindol]-7'-yl)piperidine-2,6-dione